5-bromo-3-methoxy-1H-indazole BrC=1C=C2C(=NNC2=CC1)OC